bis(4-cyanooxyphenyl)ethane tert-butyl-3-[2-chloro-4-[methyl-(oxetan-3-yl)amino]phenyl]-1,4-oxazepan-4-carboxylate C(C)(C)(C)OC(=O)N1C(COCCC1)C1=C(C=C(C=C1)N(C1COC1)C)Cl.C(#N)OC1=CC=C(C=C1)C(C)C1=CC=C(C=C1)OC#N